trans-1-(2,2,6-trimethyl-1-cyclohexyl)-3-hexanol CC1([C@H]([C@@H](CCC1)C)CCC(CCC)O)C